6-(2-fluoro-4-methoxyphenyl)-2-(4-methoxybenzyl)pyridazin-3(2H)-one FC1=C(C=CC(=C1)OC)C=1C=CC(N(N1)CC1=CC=C(C=C1)OC)=O